7-(1,4-diazepan-1-yl)-2-(3,4-dimethoxyphenyl)-9-methyl-4H-pyrido[1,2-a]pyrimidin-4-one N1(CCNCCC1)C=1C=C(C=2N(C(C=C(N2)C2=CC(=C(C=C2)OC)OC)=O)C1)C